(D)-galactose O=C[C@H](O)[C@@H](O)[C@@H](O)[C@H](O)CO